2,4,6-tris[(4-ethynyl)phenyl]-1,3,5-triazine C(#C)C1=CC=C(C=C1)C1=NC(=NC(=N1)C1=CC=C(C=C1)C#C)C1=CC=C(C=C1)C#C